COC(=C(C#N)C#N)C=1C=CC2=C(N=C(S2)C2=CC=CC=C2)C1 2-(methoxy(2-phenyl-1,3-benzothiazol-5-yl)methylene)malononitrile